5-ethyl-6-(4-hydroxy-2-methylphenyl)-1-methyl-3-{[2-(trimethylsilyl)ethoxy]methyl}pyrimidine-2,4(1H,3H)-dione C(C)C=1C(N(C(N(C1C1=C(C=C(C=C1)O)C)C)=O)COCC[Si](C)(C)C)=O